Cl.NC\C=C(\CN1C=NC2=C1C=C(C=C2C=2C=NC=C(C2)F)C#N)/F (Z)-1-(4-amino-2-fluoro-but-2-en-1-yl)-4-(5-fluoropyridin-3-yl)-1H-benzo[d]imidazole-6-carbonitrile hydrochloride